BrC(C(=O)OC)C=1C=NC(=CC1)Cl Methyl 2-bromo-2-(6-chloropyridin-3-yl)acetate